((3-fluoro-2-(3-(2-(piperidin-4-yl)thiazol-4-yl)-4,5-dihydroisoxazol-5-yl)phenyl)imino)dimethyl-λ6-sulfanone FC=1C(=C(C=CC1)N=S(=O)(C)C)C1CC(=NO1)C=1N=C(SC1)C1CCNCC1